COC=1C=C2C(=CN(C2=CC1)C(=O)OC(C)(C)C)C(NC1=CC=2N(C=C1)N=CC2)=O tert-butyl 5-methoxy-3-(pyrazolo[1,5-a]pyridin-5-ylcarbamoyl)-1H-indole-1-carboxylate